2-[(4-{5-[(4-chloro-2-fluorophenyl)methoxy]-1H-pyrazol-1-yl}piperidin-1-yl)methyl]-1-[(1,3-oxazol-5-yl)methyl]-1H-benzimidazole-6-carboxylic acid, ammonium salt [NH4+].ClC1=CC(=C(C=C1)COC1=CC=NN1C1CCN(CC1)CC1=NC2=C(N1CC1=CN=CO1)C=C(C=C2)C(=O)[O-])F